C(=O)(OCC1=CC=CC=C1)N[C@H](C(=O)O)C1CCC(CC1)(F)F (S)-2-(Cbz-amino)-2-(4,4-difluorocyclohexyl)acetic acid